O[C@@H]1C[C@@H]2[C@]3(CCCC[C@H]3CC[C@H]2[C@@H]2CC[C@H]([C@@H](CCC(=O)O)C)[C@@]12C)C α,12β-hydroxy-5β-cholanic acid